C(=C\C)/C1=CC=C(C=C1)O 4-(1E)-1-propenylphenol